3-chloro-2-(2-(6-methoxy-2-methylpyridin-3-yl)phenyl)-N-((5-oxo-4,5-dihydro-1H-1,2,4-triazol-3-yl)methyl)imidazo[1,2-a]pyridine-7-carboxamide ClC1=C(N=C2N1C=CC(=C2)C(=O)NCC2=NNC(N2)=O)C2=C(C=CC=C2)C=2C(=NC(=CC2)OC)C